[2-(4-Chloropyridazin-3-yl)oxy-4-(4-fluorophenyl)cyclopentyl]piperidin-3-amine ClC1=C(N=NC=C1)OC1C(CC(C1)C1=CC=C(C=C1)F)N1CC(CCC1)N